ClC1=CC=C(CNC(=O)C2=NN(C=3C(N(CCC32)CC3(CC3)S(=O)(=O)C(C(=O)NC)(C)C)=O)C)C=C1 N-(4-Chlorobenzyl)-1-methyl-6-((1-((2-methyl-1-(methylamino)-1-oxopropan-2-yl)sulfonyl)cyclopropyl)methyl)-7-oxo-4,5,6,7-tetrahydro-1H-pyrazolo[3,4-c]pyridine-3-carboxamide